(E)-6-chloro-3-(pyridine-4-yl-methylene)indole ClC1=CC=C2\C(\C=NC2=C1)=C/C1=CC=NC=C1